C1(CC1)CN1S(N=C(C=C1C(=O)NC1=NC(=CN=C1)F)C1CCC(CC1)C(F)(F)F)(=O)=O 2-(cyclopropylmethyl)-N-(6-fluoropyrazin-2-yl)-1,1-dioxo-5-[(1r,4r)-4-(trifluoromethyl)cyclohexyl]-2H-1λ6,2,6-thiadiazine-3-carboxamide